isopentenyl-3-isobutyryl-5,4'-dihydroxystilbene C(CC(=C)C)C1=C(C=C(C=C1C(C(C)C)=O)O)C=CC1=CC=C(C=C1)O